2,3,5,6-tetrafluorophenyl-phosphine oxide FC1=C(C(=C(C=C1F)F)F)[PH2]=O